2-[2-(4-chloro-phenyl)-benzimidazol-1-yl]-N-cyclohexyl-2-p-tolyl-acetamide ClC1=CC=C(C=C1)C1=NC2=C(N1C(C(=O)NC1CCCCC1)C1=CC=C(C=C1)C)C=CC=C2